1-(2-(1-methyl-1H-pyrazol-4-yl)phenyl)ethan-1-one CN1N=CC(=C1)C1=C(C=CC=C1)C(C)=O